2-(3-{[2-(2-fluoroethoxy)-4-methanesulfonylphenyl]amino}prop-1-yn-1-yl)-N-(1-methylpiperidin-4-yl)-1-(2,2,2-trifluoroethyl)-1H-indol-4-amine FCCOC1=C(C=CC(=C1)S(=O)(=O)C)NCC#CC=1N(C=2C=CC=C(C2C1)NC1CCN(CC1)C)CC(F)(F)F